C=C1C(=O)OCCCCCCCC1 Methyl-yl-decanolacton